FC(C1=NN=C(O1)C=1C=CC(=NC1)CN1C(N(C2=C1C=C(C(=C2)C=2C=NC=CC2)F)[C@@H]2CN(CCC2)C2COC2)=O)F (S)-1-((5-(5-(difluoromethyl)-1,3,4-oxadiazole-2-yl)pyridine-2-yl)methyl)-6-fluoro-3-(1-(oxetan-3-yl)piperidine-3-yl)-5-(pyridine-3-yl)-1,3-dihydro-2H-benzo[d]imidazole-2-one